hexenyl-butyl-phosphinic acid C(=CCCCC)P(O)(=O)CCCC